ClC=1C=CC=C(N(C)C)C1 5-chloro-N,N-dimethylaniline